ClC=1C=C(OC2CCC(CC2)NC(=O)C=2N=NC(=CC2)N2CC(CCC2)CN2CCC(CC2)N2N=CC3=C(C=CC=C23)N2C(NC(CC2)=O)=O)C=CC1C#N N-((1r,4r)-4-(3-Chloro-4-cyanophenoxy)cyclohexyl)-6-(3-((4-(4-(2,4-dioxotetrahydropyrimidin-1(2H)-yl)-1H-indazol-1-yl)piperidin-1-yl)methyl)piperidin-1-yl)pyridazine-3-carboxamide